tert-Butyl (4-azidobutoxy)acetate N(=[N+]=[N-])CCCCOCC(=O)OC(C)(C)C